9-(1-((6-chloro-2-(2-methyl-2H-tetrazol-5-yl)pyridin-3-yl)amino)ethyl)-7-methyl-4-(methyl-d3)-3-(1-methylpyrrolidin-3-yl)-3,4-dihydro-5H-pyrazolo[3,4-c]isoquinolin-5-one ClC1=CC=C(C(=N1)C=1N=NN(N1)C)NC(C)C=1C=2C3=C(N(C(C2C=C(C1)C)=O)C([2H])([2H])[2H])N(N=C3)C3CN(CC3)C